COC1=CC=C2C=3C=CN=C(C3N(C2=C1)CCCCCC#N)C 6-(7-methoxy-1-methyl-β-carbolin-9-yl)hexanenitrile